FC1=CC=C(C(=O)O)C=C1 (Z)-4-fluorobenzoic acid